FC1=CC=C(CS(=O)(=O)N2CC3=C(C(CC2)(C)C)C=CC(=C3)N3CCC(CC3)N3CCOCC3)C=C1 4-(1-(2-((4-fluorobenzyl)sulfonyl)-5,5-dimethyl-2,3,4,5-tetrahydro-1H-benzo[c]azepin-8-yl)piperidin-4-yl)morpholine